C(CC(C)CCC=C(C)C)(=O)O.OCC[N+](C)(C)C Choline Citronellic Acid